FC(C=1C(=C(C=CC1)[C@@H](C)NC=1C=2C(N=C(N1)C)=C(C(N(C2)C2(CC2)CF)=O)C(C)(C)O)F)F (R)-4-((1-(3-(difluoromethyl)-2-fluorophenyl)ethyl)amino)-6-(1-(fluoromethyl)cyclopropyl)-8-(2-Hydroxypropan-2-yl)-2-methylpyrido[4,3-d]pyrimidin-7(6H)-one